beta-D-xylopyranosyl-acetone [C@@H]1([C@H](O)[C@@H](O)[C@H](O)CO1)CC(C)=O